3-(5-bromo-1-oxoisoquinolin-2-yl)piperidine-2,6-dione BrC1=C2C=CN(C(C2=CC=C1)=O)C1C(NC(CC1)=O)=O